F[C@@H]1C[C@H](N(C1)C(=O)C1(CCCCC1)C(F)(F)F)C(=O)O (2S,4R)-4-fluoro-1-(1-(trifluoromethyl)cyclohexane-1-carbonyl)pyrrolidine-2-carboxylic acid